3-sulfo-propionic anhydride methanedisulfonate C(S(=O)(=O)O)S(=O)(=O)O.S(=O)(=O)(O)CCC(=O)OC(CCS(=O)(=O)O)=O